C(C)(C)(C)OC(=O)N[C@H]([C@@H](C)OCC1=CC=C(C=C1)CCOCC(=O)O)CCC(N)=O [2-[4-([[(2R,3S)-3-[(tert-butoxycarbonyl)amino]-5-carbamoylpentan-2-yl]oxy]methyl)phenyl]ethoxy]acetic acid